C(C)(C)OP(=O)(OC(C)C)OC=1C(=C(C=C(C(=O)OC(C)(C)C)C1)C(=O)OC(C)(C)C)C(C)(CCO)C Di-tert-butyl 5-((diisopropoxyphosphoryl)oxy)-4-(4-hydroxy-2-methylbutan-2-yl)isophthalate